O=C1NC(CCC1NC=1C=C(C=CC1)N1CCC(CC1)(F)CC(=O)OC(C)(C)C)=O t-butyl 2-[1-[3-[(2,6-dioxo-3-piperidyl)amino]phenyl]-4-fluoro-4-piperidyl]acetate